C(C)(C)(C)OC(N(CC=O)CCC1CCCCC1)=O (2-cyclohexylethyl)-(2-oxo-ethyl)carbamic acid tert-butyl ester